C(C)OC=1C=C2CC(C(C2=CC1OCC)=O)F 5,6-diethoxy-2-fluoro-1-indanon